IC=1C2=C(C(=NC1N[C@H]1[C@H](CCCC1)NC(OC(C)(C)C)=O)NC=1C=C(C=CC1)C)C(NC2)=O tert-butyl (1S,2R)-2-(7-iodo-3-oxo-4-(m-tolylamino)-2,3-dihydro-1H-pyrrolo[3,4-c]pyridin-6-ylamino)cyclohexylcarbamate